(S)-3-amino-3-(2',5,6'-trimethylbiphenyl-3-yl)propionic acid ethyl ester C(C)OC(C[C@@H](C=1C=C(C=C(C1)C)C1=C(C=CC=C1C)C)N)=O